2-chloro-5-(2'-methyl-5'-(perfluoroethyl)-4'-(trifluoromethyl)-2'h-[1,3'-bipyrazole]-4-yl)nicotinamide ClC1=C(C(=O)N)C=C(C=N1)C=1C=NN(C1)C=1N(N=C(C1C(F)(F)F)C(C(F)(F)F)(F)F)C